succinimidyl (succinimidyl butanoate) C1(CCC(N1C(C(=O)ON1C(CCC1=O)=O)CC)=O)=O